(R)-1-(3-Fluorophenyl)-2-((1-((1s,4S)-4-methoxycyclohexyl)-2-methylpropan-2-yl)amino)ethan-1-ol FC=1C=C(C=CC1)[C@H](CNC(CC1CCC(CC1)OC)(C)C)O